7-fluoro-N5-(3-fluorophenyl)-N5-methyl-[1,2,4]triazolo[4,3-a]quinazolin-5,8-diamine FC=1C=C2C(=NC=3N(C2=CC1N)C=NN3)N(C)C3=CC(=CC=C3)F